5-[[2-[4-[3-[1-(5-chloropyrimidin-2-yl)-4-piperidyl]propoxy]-2-fluoro-phenyl]acetyl]amino]-N-[2-hydroxy-1-(hydroxymethyl)ethyl]pentanamide ClC=1C=NC(=NC1)N1CCC(CC1)CCCOC1=CC(=C(C=C1)CC(=O)NCCCCC(=O)NC(CO)CO)F